3,4-dichloro-2-(2-(2-hydroxyethyl)-2-azaspiro[3.3]heptan-6-yl)phenol ClC=1C(=C(C=CC1Cl)O)C1CC2(CN(C2)CCO)C1